ClC1=NC=C(C(=N1)NCC1=CC=C(C=C1)N1N=C(C=C1C)C(F)(F)F)[N+](=O)[O-] 2-chloro-N-({4-[5-methyl-3-(trifluoromethyl)-1H-pyrazol-1-yl]phenyl}methyl)-5-nitropyrimidin-4-amine